Ethyl 1-benzyl-5-cyclopropyl-pyrazole-3-carboxylate C(C1=CC=CC=C1)N1N=C(C=C1C1CC1)C(=O)OCC